1,1,1,4,4-pentafluorobutane FC(CCC(F)F)(F)F